2-[4-[[(1r,3r)-3-hydroxycyclohexyl]amino]pyrido[3,4-d]pyridazin-1-yl]-5-(trifluoromethyl)phenol O[C@H]1C[C@@H](CCC1)NC=1N=NC(=C2C1C=NC=C2)C2=C(C=C(C=C2)C(F)(F)F)O